[C@@H]12C(=CCC(C1(C)C)C2)C R-alpha-pinene